tert-butyl (2-(4-(4-(2-(2,6-dioxopiperidin-3-yl)-1,3-dioxoisoindolin-4-yl)piperazine-1-carbonyl)piperazin-1-yl)ethyl)carbamate O=C1NC(CCC1N1C(C2=CC=CC(=C2C1=O)N1CCN(CC1)C(=O)N1CCN(CC1)CCNC(OC(C)(C)C)=O)=O)=O